NC1=NC=2C=C(C=CC2C2=C1CO[C@@H]2C)CN(C(=O)C=2C=NC(=CC2)C(F)(F)F)C=2C(=NC=CC2)S(=O)(=O)C N-{[(1R)-4-amino-1-methyl-1H,3H-furo[3,4-c]quinolin-7-yl]methyl}-N-(2-methanesulfonylpyridin-3-yl)-6-(trifluoromethyl)pyridine-3-carboxamide